P(=O)(O)(O)[O-].C(C1=CC=CC=C1)O[C@@H]1COCC[C@H]1[NH3+] (3S,4R)-3-(benzyloxy)tetrahydro-2H-pyran-4-aminium dihydrogen phosphate salt